1,2-diazaspiro[2.4]hept-1-en-5-carboxylic acid N1=NC12CC(CC2)C(=O)O